4-Allylpyrocatechol C(C=C)C=1C=C(C(O)=CC1)O